3'-formyl-2-[4-(4-methyl-1,2,4-triazol-3-yl)piperidin-1-yl]-4'-[2-(triisopropylsilyl)ethynyl]-[1,1'-biphenyl]-3-carbonitrile C(=O)C=1C=C(C=CC1C#C[Si](C(C)C)(C(C)C)C(C)C)C1=C(C(=CC=C1)C#N)N1CCC(CC1)C1=NN=CN1C